ClC1=CC2=C3C=4N(C[C@H](OC4N=C2C(=C1C1=C2C=NNC2=CC=C1Cl)F)CN(C)C)C([C@H]1CN[C@@H](CN13)C)=O (2R,4aR,7R)-12-chloro-11-(5-chloro-1H-indazol-4-yl)-7-((dimethylamino)methyl)-10-Fluoro-2-methyl-2,3,4,4a,6,7-hexahydro-8-oxa-3,5a,9,13c-tetraazanaphtho[3,2,1-de]anthracene-5(1H)-one